NC=1C2=C(N=CN1)N(C(=C2C2=CC=C(C=C2)OC2=CC=CC=C2)C#CC2(C[C@H](N(CC2)C(C=C)=O)C)O)C 1-((2R)-4-((4-amino-7-methyl-5-(4-phenoxyphenyl)-7H-pyrrolo[2,3-d]pyrimidin-6-yl)ethynyl)-4-hydroxy-2-methylpiperidin-1-yl)prop-2-en-1-one